(1-(1-(3-fluoro-2-(trifluoromethyl)isonicotinyl)piperidin-4-yl)azetidin-3-ylidene)acetonitrile FC1=C(CN2CCC(CC2)N2CC(C2)=CC#N)C=CN=C1C(F)(F)F